5-Amino-N-(2-(4-amino-2-butyl-1H-imidazo[4,5-C]quinolin-1-yl)ethyl)pyrazine-2-carboxamide NC=1N=CC(=NC1)C(=O)NCCN1C(=NC=2C(=NC=3C=CC=CC3C21)N)CCCC